(4-methyl-3-(7-methyl-2-((6-methylpyridin-3-yl)amino)-8-oxo-7,8-dihydropyrido[3,4-d]pyrimidin-6-yl)phenyl)thiophene-3-carboxamide CC1=C(C=C(C=C1)C=1SC=CC1C(=O)N)C1=CC2=C(N=C(N=C2)NC=2C=NC(=CC2)C)C(N1C)=O